(4-Cyanopyridin-2-yl)oxy[methyl]-4-(4-methoxyphenyl)piperidine-1-carboxylate C(#N)C1=CC(=NC=C1)OC1(N(CCC(C1)C1=CC=C(C=C1)OC)C(=O)[O-])C